The molecule is a sialopentaosylceramide consisting of a alpha-Neu5Ac-(2->3)-beta-D-Gal-(1->3)-beta-D-GalNAc-(1->4)-[alpha-Neu5Ac-(2->8)-alpha-Neu5Ac-(2->8)-alpha-Neu5Ac-(2->3)]-beta-D-Gal-(1->4)-beta-D-Glucosyl unit attached to the Cer(d18:1/22:0). It has a role as a mouse metabolite. It derives from a docosanoic acid. CCCCCCCCCCCCCCCCCCCCCC(=O)N[C@@H](CO[C@H]1[C@@H]([C@H]([C@@H]([C@H](O1)CO)O[C@H]2[C@@H]([C@H]([C@H]([C@H](O2)CO)O[C@H]3[C@@H]([C@H]([C@H]([C@H](O3)CO)O)O[C@H]4[C@@H]([C@H]([C@H]([C@H](O4)CO)O)O[C@@]5(C[C@@H]([C@H]([C@@H](O5)[C@@H]([C@@H](CO)O)O)NC(=O)C)O)C(=O)O)O)NC(=O)C)O[C@@]6(C[C@@H]([C@H]([C@@H](O6)[C@@H]([C@@H](CO)O)O[C@@]7(C[C@@H]([C@H]([C@@H](O7)[C@@H]([C@@H](CO)O)O[C@@]8(C[C@@H]([C@H]([C@@H](O8)[C@@H]([C@@H](CO)O)O)NC(=O)C)O)C(=O)O)NC(=O)C)O)C(=O)O)NC(=O)C)O)C(=O)O)O)O)O)[C@@H](/C=C/CCCCCCCCCCCCC)O